FC=1C=C2NC=CC2=C2CCS(CCCC(NC(C3=CN=C(C=4C(=CC=C(OC12)C4)F)N3)C3=CC=CC=C3)=O)(=O)=O 22,28-difluoro-12,12-dioxo-6-phenyl-24-oxa-12lambda6-thia-3,7,19,30-tetrazapentacyclo[23.3.1.12,5.015,23.016,20]triaconta-1(29),2,4,15,17,20,22,25,27-nonaen-8-one